(4S)-N-[8-(2,3-dichlorophenyl)-4-(dimethylamino)-3-quinolinyl]chroman-4-carboxamide ClC1=C(C=CC=C1Cl)C=1C=CC=C2C(=C(C=NC12)NC(=O)[C@H]1CCOC2=CC=CC=C12)N(C)C